CC1=NC=2C=C(C=C(C2C(=N1)CCCC(F)(F)F)O)C 2,7-dimethyl-4-(4,4,4-trifluorobutyl)quinazolin-5-ol